C(C)(C)(C)OC(=O)NC/C=C/CNC=1N=CC(=NC1SCCC(=O)OC)C(=O)OC methyl (E)-5-((4-((tert-butoxycarbonyl)amino)but-2-en-1-yl)amino)-6-((3-methoxy-3-oxopropyl)thio)pyrazine-2-carboxylate